3-(tert-butyl-dimethyl-silyloxy)-2-(4-methoxy-benzylamino)-2-methyl-propionamide C(C)(C)(C)[Si](OCC(C(=O)N)(C)NCC1=CC=C(C=C1)OC)(C)C